ethyl 2-[1-(3-bromophenyl)pyrazol-3-yl]propanoate BrC=1C=C(C=CC1)N1N=C(C=C1)C(C(=O)OCC)C